C(C)(C)(C)[C@@H]1OC([C@@H](N1C(=O)OCC1=CC=CC=C1)CC12CCC(CC1)(CC2)C(=O)OC)=O Benzyl (2S,4S)-2-(tert-butyl)-4-((4-(methoxycarbonyl)bicyclo[2.2.2]octan-1-yl)methyl)-5-oxooxazolidine-3-carboxylate